tert-butyl (1R,2S,3S,5S)-2-fluoro-3-[methyl[3-(methylsulfanyl)-1,2,4-triazin-6-yl]amino]-8-azabicyclo[3.2.1]octane-8-carboxylate F[C@@H]1[C@H]2CC[C@@H](C[C@@H]1N(C1=CN=C(N=N1)SC)C)N2C(=O)OC(C)(C)C